7-(3-bromo-4-(2-(dimethylamino)ethoxy)phenyl)-7H-pyrrolo[2,3-d]pyrimidin-2-amine BrC=1C=C(C=CC1OCCN(C)C)N1C=CC2=C1N=C(N=C2)N